N-(3-(2-((5,6-dihydro-4H-pyrrolo[1,2-b]pyrazol-2-yl)amino)-5-methylpyrimidin-4-yl)-1H-indol-7-yl)acetamide N=1N2C(=CC1NC1=NC=C(C(=N1)C1=CNC3=C(C=CC=C13)NC(C)=O)C)CCC2